[NH+]1=CC=CC=C1 1-Pyridinium